13-methyl-eicosan-1,2-diol CC(CCCCCCCCCCC(CO)O)CCCCCCC